FC=1C=C(C=C(C1)C=1C=NN(C1)C)CC(=O)O 2-(3-fluoro-5-(1-methyl-1H-pyrazol-4-yl)phenyl)acetic acid